C(#N)C(CCCCCOC1=CC=CC=C1)NS(=O)(=O)C1=CC=C(C=C1)OC N-(1-cyano-6-phenoxyhexyl)-4-methoxybenzenesulfonamide